2-tetrafluoroethoxybenzene FC(C(F)(F)F)OC1=CC=CC=C1